N1,N1-dimethyl-N4-phenyl-1,4-Benzenediamine CN(C1=CC=C(C=C1)NC1=CC=CC=C1)C